N,N-dipropylthiourea C(CC)N(C(=S)N)CCC